2-(2-fluorophenyl)-N-(4-morpholinophenyl)pyrazolo[1,5-a][1,3,5]triazin-4-amine FC1=C(C=CC=C1)C1=NC=2N(C(=N1)NC1=CC=C(C=C1)N1CCOCC1)N=CC2